ClC=1C=C(C(=C(C1Cl)O)C)O 5,6-dichloro-2-methyl-1,3-dihydroxybenzene